O1CC(C1)C(C1COC1)[SiH](OC(C)=O)CC di(oxetan-3-yl)methylethyl-acetoxysilane